C(C)C1=NC2=C(C=CC=C2C=C1)N[C@@H]1[C@H](CCCC1)NCC1=NC(=CC=C1)C (1S,2S)-N1-(2-ethylquinolin-8-yl)-N2-((6-methylpyridin-2-yl)methyl)cyclohexane-1,2-diamine